C1(=CC=CC=C1)C=1NC2=CC=CC=C2C1N1C2=CC=CC=C2SC=2C=CC=CC12 10-(2-phenylindol-3-yl)-10H-phenothiazine